3-(7-Hydroxy-1-(4-(4-isopropylpiperazin-1-yl)phenyl)-3,4-dihydronaphthalen-2-yl)benzoic acid OC1=CC=C2CCC(=C(C2=C1)C1=CC=C(C=C1)N1CCN(CC1)C(C)C)C=1C=C(C(=O)O)C=CC1